FC1(CCNCC1)C1=CN2C(=NC=CC2=O)S1 2-(4-fluoro-4-piperidinyl)thiazolo[3,2-a]Pyrimidin-5-one